3-[4-(14-amino-3,6,9,12-tetraoxatetradec-1-yl)-3-methyl-2-oxo-1,3-benzodiazol-1-yl]piperidine-2,6-dione NCCOCCOCCOCCOCCC1=CC=CC=2N(C(N(C21)C)=O)C2C(NC(CC2)=O)=O